N-(2,2,2-trifluoroethyl)piperidine-3-formamide hydrochloride Cl.FC(CNC(=O)C1CNCCC1)(F)F